C(C)(=O)N1C[C@H]([C@H](C1)OC)N1C(=NC2=C1C=C(C=C2)C(=O)O)CC2=C(C=C(C(=C2)F)C2=NC(=CC=C2)OCC2=C(C=C(C=C2)C#N)F)F 3-[(3r,4s)-1-acetyl-4-methoxy-pyrrolidin-3-yl]-2-[[4-[6-[(4-cyano-2-fluoro-phenyl)methoxy]-2-pyridinyl]-2,5-difluoro-phenyl]methyl]benzimidazole-5-carboxylic acid